[Na+].NCC(=O)[O-] Glycinate sodium